OC1=C(C=C2C(=N1)C(CC2)(C)C)C#N 2-hydroxy-7,7-dimethyl-6,7-dihydro-5H-cyclopenta[b]pyridine-3-carbonitrile